FC(C1=CC=C(CN2C(=NC3=C(C2=O)CN(CC3)CC3=CC=CC=C3)OCC)C=C1)(F)F 3-(4-trifluoromethylbenzyl)-6-benzyl-2-ethoxy-5,6,7,8-tetrahydropyrido[4,3-d]pyrimidin-4(3H)-one